7-(5-(4-fluoro-2-hydroxyphenoxy)pyrimidin-4-yl)-2,7-diazaspiro[4.4]nonane-2-carboxylic acid tert-butyl ester C(C)(C)(C)OC(=O)N1CC2(CC1)CN(CC2)C2=NC=NC=C2OC2=C(C=C(C=C2)F)O